IC1=C(N(N=C1)C)NC([O-])=O N-(4-iodo-2-methyl-pyrazol-3-yl)carbamate